N1C(=NC=C1)CN1C[C@]2(CCN3N=C(C=C32)C=3C=C(C(=NC3)N)C(F)(F)F)CC1 5-[(3R)-1-(1H-imidazol-2-ylmethyl)-5',6'-dihydrospiro[pyrrolidine-3,4'-pyrrolo[1,2-b]pyrazol]-2'-yl]-3-(trifluoromethyl)pyridin-2-amine